7-chloro-1-(4,6-diisopropylpyrimidin-5-yl)-6-fluoro-4-hydroxy-3-nitro-1,8-naphthyridin-2(1H)-one ClC1=C(C=C2C(=C(C(N(C2=N1)C=1C(=NC=NC1C(C)C)C(C)C)=O)[N+](=O)[O-])O)F